3,3'-dimethyl-4,4'-biphenylene isocyanate CC1=C(C=CC(=C1)C2=CC(=C(C=C2)N=C=O)C)N=C=O